isobutyl 3-cyclopropyl-8-fluoro-9-{[6-(4-isopropyl-4H-1,2,4-triazol-3-yl) pyridin-2-yl] aminocarbonyl}-4H-benzo[f]imidazo[1,5-a][1,4]diazepine-5(6H)-carboxylate C1(CC1)C=1N=CN2C1CN(CC1=C2C=C(C(=C1)F)C(=O)NC1=NC(=CC=C1)C1=NN=CN1C(C)C)C(=O)OCC(C)C